1,3-di-iso-propylimidazolium iodide [I-].C(C)(C)N1C=[N+](C=C1)C(C)C